(R)-piperidine-2-formic acid N1[C@H](CCCC1)C(=O)O